1-(2-(1H-imidazole-1-yl)-5-nitrophenyl)-4,4-difluoropiperidine N1(C=NC=C1)C1=C(C=C(C=C1)[N+](=O)[O-])N1CCC(CC1)(F)F